1-methyl-1H-imidazole-4,5-dicarboxylic acid diethyl ester C(C)OC(=O)C=1N=CN(C1C(=O)OCC)C